CC1C(NC2=CN(N=C2C=2C=CN=C(CCCC1)C2)C2=NC=CN=C2)=O 9-methyl-4-(pyrazin-2-yl)-3,4,7,15-tetraazatricyclo[12.3.1.02,6]Octadec-1(18),2,5,14,16-pentaen-8-one